ONC(=O)C=1C=2CN(C(C2C=CC1)(C)C)C1=NC=C(N=C1)C(F)(F)F N-hydroxy-1,1-dimethyl-2-(5-(trifluoromethyl)pyrazin-2-yl)isoindoline-4-carboxamide